FC(CC=1C=C(C=NC1)C=1N=CC(=NC1)N[C@H](C)C1=CC=C(C=C1)F)F (R)-5-(5-(2,2-difluoroethyl)pyridin-3-yl)-N-(1-(4-fluorophenyl)ethyl)pyrazin-2-amine